C(C)(=O)OC1=C(C=C(C=C1C)C1C(OC2=C1C=C(C=C2C(C)(C)C)C(C)(C)C)=O)C 3-(4-acetoxy-3,5-dimethylphenyl)-5,7-di-tert-butyl-benzofuran-2-one